3,6-dihydroxyacridone OC=1C=CC=2C(C3=CC=C(C=C3NC2C1)O)=O